1-chloro-2-methylpropyl chloroformate ClC(=O)OC(C(C)C)Cl